CN(C)P(=O)(O)OP(=O)O DimethylaminoDiphosphonic Acid